O.S(=O)(=O)([O-])[O-].[La+3].S(=O)(=O)([O-])[O-].S(=O)(=O)([O-])[O-].[La+3] lanthanum sulphate hydrate